C(C)(C)(C)OOC(CCC(C)(C)C)=O tert-butylperoxyneoheptanoate